1-((S)-2-(1-fluorocyclopropane-1-carboxamido)-3,3-dimethylbutanoyl)-N-((S)-6-hydroxy-1-(4-(4-methylthiazol-5-yl)phenyl)hexyl)pyrrolidine-2-carboxamide FC1(CC1)C(=O)N[C@H](C(=O)N1C(CCC1)C(=O)N[C@@H](CCCCCO)C1=CC=C(C=C1)C1=C(N=CS1)C)C(C)(C)C